(S or R)-3,3-dimethylpiperidin CC1(CNCCC1)C